(R)-5-(azetidin-3-ylamino)-N-(1-(3-(5-cyanothiophen-2-yl)phenyl)ethyl)-2-methylbenzamide N1CC(C1)NC=1C=CC(=C(C(=O)N[C@H](C)C2=CC(=CC=C2)C=2SC(=CC2)C#N)C1)C